(3Z,6Z)-3-(3-methoxybenzylidene)-6-((5-(tert-butyl)-1H-imidazol-4-yl)methylene-d)piperazine-2,5-dione COC=1C=C(\C=C/2\C(N\C(\C(N2)=O)=C(\[2H])/C=2N=CNC2C(C)(C)C)=O)C=CC1